[C@@H]12OC[C@@H](N(C1)C1=C(C=C(C(=C1)OC)C=1N=CC3=C(N1)N1C(C(=C3)C3=C(C(=CC(=C3Cl)OC)OC)Cl)=NC=C1)NC(C=C)=O)C2 N-(2-((1S,4S)-2-oxa-5-azabicyclo[2.2.1]heptan-5-yl)-5-(6-(2,6-dichloro-3,5-dimethoxyphenyl)imidazo[1',2':1,6]pyrido[2,3-d]pyrimidin-2-yl)-4-methoxyphenyl)acrylamide